CC(CCC(=O)N1C2(C3=CC=CC=C3CC1)CCCCC2)C 2'-(4-methylpentanoyl)-2',3'-dihydro-4'H-spiro[cyclohexane-1,1'-isoquinoline]